2-[1-(3-[(tert-butyldimethylsilyl)oxy]methylphenyl)-1H-pyrazol-3-yl]acetic acid [Si](C)(C)(C(C)(C)C)OCC=1C=C(C=CC1)N1N=C(C=C1)CC(=O)O